5-bromo-3-((3,5-dichlorophenylimino)-methyl)-2-hydroxyphenyl nicotinate C(C1=CN=CC=C1)(=O)OC1=C(C(=CC(=C1)Br)C=NC1=CC(=CC(=C1)Cl)Cl)O